ClC=1C=C(CN2C(C(C3=CC(=CC=C23)NC(C2=NC=CC=C2)=O)=O)=O)C=CC1Cl N-(1-(3,4-dichlorobenzyl)-2,3-diketoindol-5-yl)picolinamide